5-(benzyloxy)-3-fluoro-2-(4-fluoro-2-methylphenyl)-1H-indole C(C1=CC=CC=C1)OC=1C=C2C(=C(NC2=CC1)C1=C(C=C(C=C1)F)C)F